8-chloro-5-[[2-[2-([1,2,4]triazolo[4,3-a]pyridin-7-ylamino)ethyl]-2-azaspiro[3.3]heptan-6-yl]oxy]-3,4-dihydro-2H-isoquinolin-1-one ClC=1C=CC(=C2CCNC(C12)=O)OC1CC2(CN(C2)CCNC2=CC=3N(C=C2)C=NN3)C1